NC1=NC=CC=C1C1=NC=2C(=NC(=CC2)C2=C(C#N)C=CC=C2)N1C1=CC=C(C=C1)CCl 2-(2-(2-Aminopyridin-3-yl)-3-(4-(chloromethyl)phenyl)-3H-imidazo[4,5-b]pyridin-5-yl)benzonitrile